methyl-4-(2-(4-pyridinyl)vinyl)-2,2'-bipyridine CC=1C(=NC=CC1C=CC1=CC=NC=C1)C1=NC=CC=C1